C[Si](CCOC(=O)N1C(CCC1=O)=O)(C)C 2-(trimethylsilyl)ethyl-2,5-dioxopyrrolidine-1-carboxylate